3-[2-(1-{[3,5-bis(difluoromethyl)-1H-pyrazol-1-yl] acetyl} piperidine-4-yl)-1,3-thiazol-4-yl]-9-fluoro-1,5-dihydro-2,4-benzodioxepin-6-yl methanesulfonate CS(=O)(=O)OC1=CC=C(C=2COC(OCC21)C=2N=C(SC2)C2CCN(CC2)C(CN2N=C(C=C2C(F)F)C(F)F)=O)F